(2-{5-cyano-2-[(R)-6-methoxycarbonyl-7-methyl-3-oxo-8-(3-trifluoromethyl-phenyl)-2,3,5,8-tetrahydro-[1,2,4]triazolo[4,3-a]pyrimidin-5-yl]-phenyl}-ethyl)-trimethylammonium propionate C(CC)(=O)[O-].C(#N)C=1C=CC(=C(C1)CC[N+](C)(C)C)[C@@H]1C(=C(N(C=2N1C(NN2)=O)C2=CC(=CC=C2)C(F)(F)F)C)C(=O)OC